10-(2,2-dimethylbenzyl)-3,7-bis(α,α-dimethylbenzyl)-10H-phenothiazine-5,5-dioxide CC1(C(CN2C3=CC=C(C=C3S(C=3C=C(C=CC23)C(C2=CC=CC=C2)(C)C)(=O)=O)C(C2=CC=CC=C2)(C)C)C=CC=C1)C